(S)-2-(tert-butylsulfonyl)-N-((2S,3r)-3-(cyclohexylmethoxy)-1-((S)-3-(methoxymethyl)piperidin-1-yl)-1-oxobutan-2-yl)-6-(thiazole-5-carbonyl)-2,6-diazaspiro[3.4]Octane-8-carboxamide C(C)(C)(C)S(=O)(=O)N1CC2(C1)CN(C[C@H]2C(=O)N[C@H](C(=O)N2C[C@H](CCC2)COC)[C@@H](C)OCC2CCCCC2)C(=O)C2=CN=CS2